5-[[6-[3-(Difluoromethyl)-4-fluoro-phenyl]pyrazolo[4,3-b]pyridin-1-yl]methyl]-1,3,4-thiadiazol-2-ol FC(C=1C=C(C=CC1F)C=1C=C2C(=NC1)C=NN2CC2=NN=C(S2)O)F